6-bromo-1-methylindazole-5-carboxamide BrC1=C(C=C2C=NN(C2=C1)C)C(=O)N